4-methyl-8-oxo-2,4,6-nonatrienal CC(C=CC=O)=CC=CC(C)=O